5-chloro-7-methyl-1-(tetrahydro-2H-pyran-2-yl)-1H-pyrazolo[4,3-d]pyrimidine ClC=1N=C(C2=C(N1)C=NN2C2OCCCC2)C